CC(CC(=O)N[C@H]1CCCC[C@@H]2[C@H](C[C@H](NC([C@H]3N(C1=O)C[C@H]1[C@@H]3C1(C)C)=O)C(=O)N)C(NC2)=O)(C)C (3aR,8S,11aS,12aR,12bS,15S,16aS)-8-(3,3-dimethylbutanamido)-12,12-dimethyl-1,9,13-trioxoicosahydrocyclopropa[3,4]pyrrolo[1,2-a]pyrrolo[3,4-g][1,4]diazacyclotetradecine-15-carboxamide